1-[(5-Bromo-1,3,4-thiadiazol-2-yl)methyl]-6-methyl-1,2,3,4-tetrahydropyrimidine-2,4-dione BrC1=NN=C(S1)CN1C(NC(C=C1C)=O)=O